((Z)-3-phenyl-2-pivaloylaminoacryloyl)glycyl-L-alanyl-D-leucine methyl ester COC([C@H](NC([C@@H](NC(CNC(/C(=C/C1=CC=CC=C1)/NC(C(C)(C)C)=O)=O)=O)C)=O)CC(C)C)=O